FC(CN1N=C(C2=CC=CC=C12)N)(F)F 1-(2,2,2-trifluoroethyl)indazol-3-amine